C(N)(OCC(C1=CC=CC=C1)C=1C=C(C(=CC1)Cl)C1=C(C(=CC=C1C(N)=O)OCC1=NC=CC=C1)F)=O (2-(6'-carbamoyl-6-chloro-2'-fluoro-3'-(pyridin-2-ylmethoxy)-[1,1'-biphenyl]-3-yl)-2-phenylethyl) carbamate